NC=1C=C(C(=CC1S(=O)(=O)O)OC)S(=O)(=O)O para-aminoanisole-2,5-disulfonic acid